C(#N)C1(CC1)[C@H](CO)NC(OCC1=CC=CC=C1)=O benzyl (R)-(1-(1-cyanocyclopropyl)-2-hydroxyethyl)carbamate